1-(2-phenylethyl)-2-propen-1-yl hexanoate C(CCCCC)(=O)OC(C=C)CCC1=CC=CC=C1